tert-butyl (3R,4R)-3-amino-4-fluoropiperidine-1-carboxylate N[C@@H]1CN(CC[C@H]1F)C(=O)OC(C)(C)C